C12CN(CC(CC1)O2)CCC2=NC1=C(N2C)C=C(C=C1)C1=CC2=C(N=C(N=C2)OCC)N(C1=O)C1=CC=C(C=C1)OC(F)F 6-(2-(2-(8-oxa-3-azabicyclo[3.2.1]oct-3-yl)ethyl)-1-methyl-1H-benzo[d]imidazol-6-yl)-8-(4-(difluoromethoxy)phenyl)-2-ethoxypyrido[2,3-d]pyrimidin-7(8H)-one